C1(CC1)C1=C(C=NC(=C1)C(F)(F)F)S(=O)(=O)N1CC2(CN(C2)C(=O)OC(C)(C)C)C1 tert-butyl 6-((4-cyclopropyl-6-(trifluoromethyl)pyridin-3-yl)sulfonyl)-2,6-diazaspiro[3.3]heptane-2-carboxylate